[Cu].IC=1C=C(C[C@H](N)C(=O)O)C=C(C1O)I 3,5-diiodo-L-tyrosine copper